ethyl (S)-3-amino-3-(2-(2,6-dimethylphenyl)pyridin-4-yl)propanoate N[C@@H](CC(=O)OCC)C1=CC(=NC=C1)C1=C(C=CC=C1C)C